bispinacol diborate B(O)(O)OB(O)O.OC(C)(C)C(C)(C)O.OC(C)(C)C(C)(C)O